N-{4-[4-Amino-7-(1,4-dioxa-spiro[4.5]dec-8-yl)-1-isopropyl-1H-pyrazolo[4,3-c]pyridin-3-yl]-2,5-difluoro-phenyl}-2-fluoro-benzenesulfonamide NC1=NC=C(C2=C1C(=NN2C(C)C)C2=CC(=C(C=C2F)NS(=O)(=O)C2=C(C=CC=C2)F)F)C2CCC1(OCCO1)CC2